FC(CN1CC2=C(CCC1)NN=C2C(=O)N2CCC(CC2)C2=C(C=CC=C2)C(F)(F)F)(F)F (5-(2,2,2-trifluoroethyl)-1,4,5,6,7,8-hexahydropyrazolo[4,3-c]azepin-3-yl)(4-(2-(trifluoromethyl)phenyl)piperidin-1-yl)methanone